methanesulfonamide potassium salt [K+].CS(=O)(=O)[NH-]